3-[4-amino-5-(trifluoromethyl)pyrrolo[2,1-f][1,2,4]triazin-7-yl]-N-[(3R,4S)-1-(3,3-difluorocyclobutanecarbonyl)-4-fluoropyrrolidin-3-yl]-2-fluorobenzamide NC1=NC=NN2C1=C(C=C2C=2C(=C(C(=O)N[C@@H]1CN(C[C@@H]1F)C(=O)C1CC(C1)(F)F)C=CC2)F)C(F)(F)F